N-(2,3-dihydro-1H-inden-5-yl)-2-(methoxymethyl)-6-({[2-(trifluoromethyl)phenyl]carbonyl}amino)-1H-benzimidazole-4-carboxamide C1CCC2=CC(=CC=C12)NC(=O)C1=CC(=CC=2NC(=NC21)COC)NC(=O)C2=C(C=CC=C2)C(F)(F)F